6-[4-(difluoromethoxy)-3-fluoro-phenyl]-5-[6-[(3S)-1-(3-fluoropropyl)pyrrolidin-3-yl]oxy-3-pyridyl]-8,9-dihydro-7H-benzo[7]annulene-2-carboxylic acid FC(OC1=C(C=C(C=C1)C1=C(C2=C(CCC1)C=C(C=C2)C(=O)O)C=2C=NC(=CC2)O[C@@H]2CN(CC2)CCCF)F)F